S1C=NC2=C1C=CC(=C2)CN(C(C(=O)O)=O)[C@H](C)C(C)(C)C (R)-2-((benzo[d]thiazol-5-ylmethyl)(3,3-dimethylbut-2-yl)amino)-2-oxoacetic acid